Cl.O1C(CC=CC1)CNC(=O)C1CNC1 N-(3,6-dihydro-2H-pyran-2-ylmethyl)azetidine-3-carboxamide hydrochloride